butyl 4-hydroxy-2-phenyl-5,7-dihydropyrrolo[3,4-d]pyrimidine-6-carboxylate OC=1C2=C(N=C(N1)C1=CC=CC=C1)CN(C2)C(=O)OCCCC